morpholinoethanesulfonic acid-hydrate O.O1CCN(CC1)C(C)S(=O)(=O)O